4-[3-(benzenesulfonyl)-3-{4-[(2-chlorophenyl)methoxy]phenyl}pyrrolidine-1-carbonyl]-1λ6-thiane-1,1-dione C1(=CC=CC=C1)S(=O)(=O)C1(CN(CC1)C(=O)C1CCS(CC1)(=O)=O)C1=CC=C(C=C1)OCC1=C(C=CC=C1)Cl